C(C)OC([C@@H](NC(=O)OC(C)(C)C)CS)=O (Boc)-L-cysteine ethyl ester